BrC1=C(N=C2C(=CC=NC2=C1)O)C 7-bromo-6-methyl-1,5-naphthyridin-4-ol